ethyl (3R)-3-(4-bromophenyl)butanoate BrC1=CC=C(C=C1)[C@@H](CC(=O)OCC)C